5-methoxy-N-[6-(methylcarbamoyl)pyridin-3-yl]-1,8,10-triazatricyclo[7.4.0.02,7]trideca-2(7),3,5,8,10,12-hexaene-11-carboxamide COC=1C=CC=2N3C=CC(=NC3=NC2C1)C(=O)NC=1C=NC(=CC1)C(NC)=O